Cl.NC1CCC(CC1)CN1C(\C(\C2=CC=C(C=C12)C(=O)NCC#C)=C/C=1NC(=CC1C)C)=O (Z)-1-(((1s,4s)-4-aminocyclohexyl)methyl)-3-((3,5-dimethyl-1H-pyrrol-2-yl)methylene)-2-oxo-N-(prop-2-yn-1-yl)indole-6-carboxamide hydrochloride